6-bromo-4-(tert-butoxycarbonyl)picolinic acid BrC1=CC(=CC(=N1)C(=O)O)C(=O)OC(C)(C)C